di(octadecyl)methylammonium tetrakis(pentafluorophenyl)borate FC1=C(C(=C(C(=C1[B-](C1=C(C(=C(C(=C1F)F)F)F)F)(C1=C(C(=C(C(=C1F)F)F)F)F)C1=C(C(=C(C(=C1F)F)F)F)F)F)F)F)F.C(CCCCCCCCCCCCCCCCC)[NH+](C)CCCCCCCCCCCCCCCCCC